FC1([C@H](N(C1)C=1C=C2C(=CC=NC2=CC1)C(=O)OC)C)F |r| rac-Methyl (R)-6-(3,3-difluoro-2-methylazetidin-1-yl)quinoline-4-carboxylate